CC1=NC(=CC(=N1)N1CC2(CC1)CCN(CC2)C2=CN=C1C(=N2)N(N=C1)C1COC1)C(F)(F)F 2-[2-methyl-6-(trifluoromethyl)pyrimidin-4-yl]-8-[1-(oxetan-3-yl)-1H-pyrazolo[3,4-b]pyrazin-6-yl]-2,8-diazaspiro[4.5]decane